4,7-dioxodecanoat O=C(CCC(=O)[O-])CCC(CCC)=O